5-[6-(cyclopropoxy)pyridin-3-yl]-7-{(1S)-1-[1-(2-fluorophenyl)-1H-1,2,3-triazol-4-yl]ethyl}-7H-pyrrolo[2,3-d]pyrimidin-4-amine C1(CC1)OC1=CC=C(C=N1)C1=CN(C=2N=CN=C(C21)N)[C@@H](C)C=2N=NN(C2)C2=C(C=CC=C2)F